FC(OC1=CC=C(C=C1)NC1CCN(CC1)S(=O)(=O)C1=CC=C(C=C1)C=1C=C2C(=CNC2=CC1)C#N)(F)F 5-{4-[(4-{[4-(trifluoromethoxy)phenyl]Amino}piperidin-1-yl)sulfonyl]phenyl}-1H-indole-3-carbonitrile